alpha-(4-oximino-2,5-cyclohexadiene-1-yl)benzyl cyanide N(O)=C1C=CC(C=C1)C(C1=CC=CC=C1)C#N